ClC=1C=C2C=C(C=NC2=CC1)NC1=NC(=NC=C1)NC1=CN=C2OC(COC2=C1)CN(C)C 4-(6-chloro-3-quinolylamino)-2-{3-[(dimethylamino)methyl]-2,3-dihydro-1,4-dioxa-5-aza-7-naphthylamino}pyrimidine